O1CCOCCOCCN1C(CCN1C2(C(C3=C(C=CC=C13)[N+](=O)[O-])(C)C)OC1=CC=CC=C1C=C2)=O 1-(1,4,7-trioxa-10-azacyclodecan-10-yl)-3-(3',3'-dimethyl-nitrospiro[chromene-2,2'-indolin]-1'-yl)propan-1-one